FC=1C=C(CC#N)C=C(C1)F 3,5-difluorobenzyl cyanide